BrC1=CC=C2C(=CC=NC2=C1)NCC1=C(C=C(C=C1)OC)OC 7-bromo-N-[(2,4-dimethoxyphenyl)methyl]quinolin-4-amine